BrC1=C(N)C=CC(=C1)C=1SC2=C(N1)C=C(C=C2)F 2-bromo-4-(5-fluorobenzothiazol-2-yl)aniline